C=CC(=O)OCCC(C(C(C(C(C(F)(F)F)(F)F)(F)F)(F)F)(F)F)(F)F perfluorohexylethyl acrylate